FC1=C(C(=C(C(=C1F)F)F)F)OC(CCOCCOCCOCCOCCN=[N+]=[N-])=O 1-azido-3,6,9,12-tetraoxapentadecane-15-oic acid 2,3,4,5,6-pentafluorophenyl ester